[N+](=O)([O-])C1=CC=C(C=C1)N1CCC(CC1)C=O 1-(4-nitrophenyl)piperidin-4-carbaldehyde